tert-butyl 2-(2-(2,6-dioxopiperidin-3-yl)-1,3-dioxoisoindolin-5-yl)-2,8-diazaspiro[4.5]decane-8-carboxylate O=C1NC(CCC1N1C(C2=CC=C(C=C2C1=O)N1CC2(CC1)CCN(CC2)C(=O)OC(C)(C)C)=O)=O